6-bromo-[1,3]dioxolo[4,5-b]pyridine BrC=1C=C2C(=NC1)OCO2